O[C@@H]1[C@@H](CCC2=C1N=C(S2)C(=O)N)[C@@H]2N1C(C3=CC=CC=C23)=CN=C1 (4R,5S)-4-hydroxy-5-((S)-5H-imidazo[5,1-a]isoindol-5-yl)-4,5,6,7-tetrahydrobenzo[d]thiazole-2-carboxamide